tert-butyl (R)-(4-methyl-1-oxo-1-(5-(4-(trifluoromethyl)phenyl)-3,4-dihydroisoquinolin-2(1H)-yl)pentan-2-yl)carbamate CC(C[C@H](C(N1CC2=CC=CC(=C2CC1)C1=CC=C(C=C1)C(F)(F)F)=O)NC(OC(C)(C)C)=O)C